ClC1=C(C(=CC=C1)Cl)N1C(=NC2=CC(=C(C=C2C1=O)/C=C/C(=O)OCC)F)C (E)-ethyl 3-(3-(2,6-dichlorophenyl)-7-fluoro-2-methyl-4-oxo-3,4-dihydroquinazolin-6-yl)acrylate